N-(3-(1-(4-(5-(difluoromethyl)-1,3,4-oxadiazol-2-yl)benzyl)-1H-1,2,3-triazol-4-yl)phenyl)-2-fluoro-2-methylpropanamide FC(C1=NN=C(O1)C1=CC=C(CN2N=NC(=C2)C=2C=C(C=CC2)NC(C(C)(C)F)=O)C=C1)F